C1(=CC=CC=C1)C1CCCCC1 1',2',3',4',5',6'-hexahydrobiphenyl